(R)-3-Hydroxy-1-methyl-3-((3-(4-(trifluoromethyl)pyrido[3,2-d]pyrimidin-6-yl)phenyl)ethynyl)pyrrolidin-2-one O[C@@]1(C(N(CC1)C)=O)C#CC1=CC(=CC=C1)C=1C=CC=2N=CN=C(C2N1)C(F)(F)F